CC(CC(C(=O)O)=O)C L-4-methyl-2-oxopentanoic acid